1-butylsulfonic acid ammonium salt [NH4+].C(CCC)S(=O)(=O)[O-]